1-N'-(4-fluorophenyl)-1-N-[4-(7-methoxypyrido[4,3-d]pyrimidin-4-yl)oxyphenyl]cyclopropane-1,1-dicarboxamide FC1=CC=C(C=C1)NC(=O)C1(CC1)C(=O)NC1=CC=C(C=C1)OC=1C2=C(N=CN1)C=C(N=C2)OC